[2-[3-(diethylamino)propoxycarbonyloxymethyl]-3-(4,4-dioctoxybutanoyloxy)propyl](9Z,12Z)-octadeca-9,12-dienoate C(C)N(CCCOC(=O)OCC(COC(CCCCCCC\C=C/C\C=C/CCCCC)=O)COC(CCC(OCCCCCCCC)OCCCCCCCC)=O)CC